FC(C1=NC2=C(N1)C=CC=C2)(F)F 2-(trifluoromethyl)-1H-benzo[d]imidazol